5-(2-chlorobenzyl)-6,7-difluoro-3-((2-methoxybenzyl)amino)-4H-benzo[e][1,2,4]thiadiazine 1,1-dioxide ClC1=C(CC2=C(C(=CC3=C2NC(=NS3(=O)=O)NCC3=C(C=CC=C3)OC)F)F)C=CC=C1